N1C=C(C2=CC=CC=C12)S(=O)(=O)N (1H)-indole-3-sulfonamide